S1C(=NC2=C1C=CC=C2)NC2=C(C=C(N=N2)N(C=2SC=C(N2)C(=O)O)C)C(C)C 2-({6-[(1,3-benzothiazol-2-yl)amino]-5-(propan-2-yl)pyridazin-3-yl}(methyl)amino)-1,3-thiazole-4-carboxylic acid